8-(3-iodo-1-(tetrahydro-2H-pyran-2-yl)-1H-pyrazolo[3,4-b]pyrazin-6-yl)-2-(4-methyl-2-(trifluoromethyl)pyrimidin-5-yl)-2,8-diazaspiro[4.5]decane IC1=NN(C2=NC(=CN=C21)N2CCC1(CCN(C1)C=1C(=NC(=NC1)C(F)(F)F)C)CC2)C2OCCCC2